C(C1=CC=CC=C1)OC(=O)NCCCCC[C@@H](C(=O)O)N(CC(=O)O)CC(=O)O (S)-2,2'-[(6-{[(Benzyloxy)carbonyl]amino}-1-carboxyhexyl)azanediyl]diacetic acid